CO\N=C\1/C2=C(NC=N1)N(C=C2)[C@H]2[C@@H]([C@@H]([C@H](C2)[C@H](O)C2=CC=C(C=C2)Cl)O)O (E)-7-((1R,2S,3R,4R)-4-((S)-(4-chlorophenyl)(hydroxy)methyl)-2,3-dihydroxycyclopentyl)-1,7-dihydro-4H-pyrrolo[2,3-d]pyrimidin-4-one O-methyl oxime